8-((2-chlorothiazol-5-yl)methyl)-3-cyclopropylpyrido[2,3-d]pyrimidine-2,4(3H,8H)-dione ClC=1SC(=CN1)CN1C=CC=C2C1=NC(N(C2=O)C2CC2)=O